O=C1OC2=C(N1)C=CC=C2 2-oxo-2,3-dihydrobenzo[d]oxazol